2-(trifluoromethyl)thiazole-4-carboxamide FC(C=1SC=C(N1)C(=O)N)(F)F